2-(4-cyclopropyl-2,6-dimethylphenyl)-6-(1,5,2-dioxazepan-2-yl)-2,5-dihydro-4H-pyrazolo[3,4-d]pyrimidin-4-one C1(CC1)C1=CC(=C(C(=C1)C)N1N=C2N=C(NC(C2=C1)=O)N1OCCOCC1)C